(1-benzyl-1H-pyrazol-4-yl)((R)-8-(5-(3,4-dichlorobenzyl)-1,3,4-oxadiazol-2-yl)-2-((S)-2,2-dimethylcyclopropane-1-carbonyl)-2,6-diazaspiro[3.4]octan-6-yl)methanone C(C1=CC=CC=C1)N1N=CC(=C1)C(=O)N1CC2(CN(C2)C(=O)[C@@H]2C(C2)(C)C)[C@H](C1)C=1OC(=NN1)CC1=CC(=C(C=C1)Cl)Cl